3-bromo-4-(hydroxymethyl)-5-methylphenol BrC=1C=C(C=C(C1CO)C)O